1-(1-Benzylazetidin-3-yl)-N-(1H-indol-3-yl)-3,3-dimethyl-2-oxoindoline-5-carboxamide C(C1=CC=CC=C1)N1CC(C1)N1C(C(C2=CC(=CC=C12)C(=O)NC1=CNC2=CC=CC=C12)(C)C)=O